CC1=NC=NC=C1C(=O)NCC=1C=C2C(=C(NC2=CC1)C1CCN(CC1)C)C 4-methyl-N-[[3-methyl-2-(1-methyl-4-piperidinyl)-1H-indol-5-yl]methyl]pyrimidine-5-carboxamide